11-oxo-10,11-dihydrodibenzo[b,f][1,4]thiazepine-8-carboxamide 5,5-dioxide O=C1NC2=C(S(C3=C1C=CC=C3)(=O)=O)C=CC(=C2)C(=O)N